4-(5-chloro-2-thienyl)-N-[[4-(1-methylimidazol-2-yl)-2,5-dioxo-imidazolidin-4-yl]methyl]-1H-pyrrole-3-carboxamide ClC1=CC=C(S1)C=1C(=CNC1)C(=O)NCC1(NC(NC1=O)=O)C=1N(C=CN1)C